FC(C(=O)O)(F)F.N1C(CCCC1)C(=O)O piperidine-2-carboxylic acid trifluoroacetate